(R)-7-bromo-N-(3-(1-(4-methyl-4H-1,2,4-triazol-3-yl)propan-2-yl)phenyl)-2,3-dihydro-4H-pyrido[3,2-b][1,4]oxazine-4-carboxamide BrC1=CC=2OCCN(C2N=C1)C(=O)NC1=CC(=CC=C1)[C@@H](CC1=NN=CN1C)C